CC(CO)(CO)C (2,2-dimethyl)trimethylene glycol